C(C)C1=NC2=CC=C(C(=C2NC1=O)F)CN1CCN(CC1)C=1C=CC(=NC1C)C(=O)OC methyl 5-[4-[(2-ethyl-5-fluoro-3-oxo-4H-quinoxalin-6-yl)methyl]piperazin-1-yl]-6-methyl-pyridine-2-carboxylate